N-(6-(((1-(1-Methyl-1H-tetrazol-5-yl)-1H-benzo[d]imidazol-2-yl)oxy)methyl)pyridin-2-yl)-N-(methylsulfonyl)methanesulfonamide CN1N=NN=C1N1C(=NC2=C1C=CC=C2)OCC2=CC=CC(=N2)N(S(=O)(=O)C)S(=O)(=O)C